4-hydroxy-1-isobutyl-6-(4-methylpiperazin-1-yl)-N-(3-methylpyridin-2-yl)-2-oxo-1,2-dihydroquinoline-3-carboxamide OC1=C(C(N(C2=CC=C(C=C12)N1CCN(CC1)C)CC(C)C)=O)C(=O)NC1=NC=CC=C1C